C(C)(C)O[2H] isopropanol-d1